1-(6-bromopyridin-2-yl)piperazin-2-one BrC1=CC=CC(=N1)N1C(CNCC1)=O